phenylcyclopentyloxyethane C1(=CC=CC=C1)C(C)OC1CCCC1